N-(3-fluoro-4-methoxy-8-oxo-5,6,7,8-tetrahydronaphthalen-1-yl)acetamide FC=1C=C(C=2C(CCCC2C1OC)=O)NC(C)=O